NC1=NC=2C=C(C=CC2C2=C1[C@H](OC2)C)CN(C(=O)C=2C=NC(=CC2)C2CC2)C2=CC=CC=1CCS(C12)(=O)=O |r| rac-N-({4-amino-3-methyl-1H,3H-furo[3,4-c]quinolin-7-yl}methyl)-6-cyclopropyl-N-(1,1-dioxo-2,3-dihydro-1λ6-benzothiophen-7-yl)pyridine-3-carboxamide